beta-octadecadienylaminopropionate C(=CC=CCCCCCCCCCCCCCC)NCCC(=O)[O-]